N1N=CC=C1B(O)O 1H-PYRAZOLE-5-BORONIC ACID